diphenyl-isobutyl-silicon C1(=CC=CC=C1)[Si](CC(C)C)C1=CC=CC=C1